8-(1-((2S,4S)-2-(cyanomethyl)-1-((E)-4-fluorobut-2-enoyl)piperidin-4-yl)-6-fluoro-8-methyl-4-(((S)-1-methylpyrrolidin-2-yl)methoxy)-1H-pyrazolo[4,3-c]quinolin-7-yl)-1-naphthonitrile C(#N)C[C@H]1N(CC[C@@H](C1)N1N=CC=2C(=NC=3C(=C(C(=CC3C21)C)C=2C=CC=C1C=CC=C(C21)C#N)F)OC[C@H]2N(CCC2)C)C(\C=C\CF)=O